1,2-O-Isopropylidene-α-D-xylofuranose CC1(O[C@@H]2[C@H]([C@H](O[C@@H]2O1)CO)O)C